[N+](=O)([O-])C=1C=C(C=C(C1)[N+](=O)[O-])S(=O)(=O)[O-] 3,5-dinitrobenzenesulfonate